2-chloro-3-(1,3-dioxan-2-yl)-5,6-dimethylpyridine ClC1=NC(=C(C=C1C1OCCCO1)C)C